C(C1=CC=CC=C1)OC1=C(C(=CC(=C1)OCC1=CC=CC=C1)C1=C(C=C(C=C1OCOC)OCOC)CO)C(=O)O 3,5-bis(benzyloxy)-2'-(hydroxymethyl)-4',6'-bis(methoxymethoxy)-[1,1'-biphenyl]-2-carboxylic acid